CO[C@H](CNCC=1C=C(C=2N(C(C(=CN2)C2=CC(=CC=C2)C2(CC(C2)C)C2=NN=CN2C)=O)C1)C(F)(F)F)C cis-7-((((S)-2-methoxypropyl)amino)methyl)-3-(3-(3-methyl-1-(4-methyl-4H-1,2,4-triazol-3-yl)cyclobutyl)phenyl)-9-(trifluoromethyl)-4H-pyrido[1,2-a]pyrimidin-4-one